C1(CC1)O\N=C\C1=C(C(=CC(=C1)C=1C=NN(C1)C1=CC=C(C=C1)N1CCCC1)F)O (E)-3-fluoro-2-hydroxy-5-(1-(4-(pyrrolidin-1-yl)phenyl)-1H-pyrazol-4-yl)benzaldehyde O-cyclopropyl oxime